1-isopropyl-4-methylbicyclo[3.1.0]hexan-4-ol C(C)(C)C12CCC(C2C1)(O)C